C(C)(C)(C)OC(=O)N1CCC2(CN(C2)CC(=O)O)CC1 2-(7-tert-butoxycarbonyl-2,7-diazaspiro[3.5]nonan-2-yl)acetic Acid